C(C1=CC=CC=C1)OC1=NC(=CC=C1C=1C=C(C=CC1)N1CC[C@@H]2N(CC[C@@H]21)C(=O)OC(C)(C)C)OCC2=CC=CC=C2 tert-butyl (3aS,6aS)-4-(3-(2,6-bis(benzyloxy)pyridin-3-yl)phenyl)hexahydropyrrolo[3,2-b]pyrrole-1(2H)-carboxylate